C(C)N1CC([C@@H](CC1)NC1=NN2C(C(=N1)OC)=C(C=C2)C=2C=NC=1N(C2)C=CN1)(F)F (R)-N-(1-ethyl-3,3-difluoropiperidin-4-yl)-5-(imidazo[1,2-a]pyrimidin-6-yl)-4-methoxypyrrolo[2,1-f][1,2,4]triazin-2-amine